C1(CCCCC1)(C1=CC=C(N(C2=CC=C(C=C2)C)C2=CC=C(C=C2)C)C=C1)C1=CC=C(N(C2=CC=C(C=C2)C)C2=CC=C(C=C2)C)C=C1 4,4'-(cyclohexane-1,1-diyl)bis(N,N-di-p-Tolylaniline)